C1[N]CC12CCC2 2λ2-azaspiro[3.3]heptane